CC(=O)N[C@@H]1[C@H]([C@@H]([C@H](O[C@H]1O[C@H]2[C@H](OC([C@@H]([C@H]2O[C@H]3[C@@H]([C@H]([C@@H]([C@H](O3)CO)O)O)NC(=O)C)O)O)CO)CO)O)O The molecule is an amino trisaccharide that is D-galactopyranose in which the hydroxy groups at positions 3 and 4 have each been glycosylated by a 2-acetamido-2-deoxy-beta-D-glucopyranosyl group. It is an amino trisaccharide and a member of acetamides. It derives from a beta-D-GlcpNAc-(1->3)-D-Galp and a beta-D-GlcpNAc-(1->4)-D-Galp.